C1CCC(CC1)COC2=NC(=NC3=C2NC=N3)N O6-(cyclohexylmethyl)guanine